ClC1=NC=2C=C(C=CC2C2=C1C=C(N2)C(=O)[O-])C(=O)[O-] 4-chloro-1H-pyrrolo[3,2-c]quinoline-2,7-dicarboxylate